4-fluoro-6-(2-oxo-8-azaspiro[4.5]decan-8-yl)phthalazin-1(2H)-one FC1=NNC(C2=CC=C(C=C12)N1CCC2(CCC(C2)=O)CC1)=O